C(C)(C)(C)OC(=O)N1CCN(CC1)C1=NC=C(C=C1)C=1C=2N(C=C(C1)C=1C=NN(C1)C)N=CC2C 4-(5-(3-methyl-6-(1-methyl-1H-pyrazol-4-yl)pyrazolo[1,5-a]pyridin-4-yl)pyridin-2-yl)piperazine-1-carboxylic acid tert-butyl ester